2-{3-[3-(2,5-dioxopyrrolidin-1-yl)-4-(7H-pyrrolo[2,3-d]pyrimidin-4-yl)-1H-pyrazol-1-yl]-1-(isopropylsulfonyl)azetidin-3-yl}acetonitrile O=C1N(C(CC1)=O)C1=NN(C=C1C=1C2=C(N=CN1)NC=C2)C2(CN(C2)S(=O)(=O)C(C)C)CC#N